3,3-bis(p-dimethylaminophenyl)-tetrachlorophthalide CN(C1=CC=C(C=C1)C1(OC(=O)C2=C(C(=C(C(=C12)Cl)Cl)Cl)Cl)C1=CC=C(C=C1)N(C)C)C